C(C)(C)(C)OC(N(CC=1N=C2N(C=CC=C2)C1)C1=CC(=NC=2N1N=CC2C(C)C)Cl)=O (5-chloro-3-isopropylpyrazolo[1,5-a]pyrimidin-7-yl)(imidazo[1,2-a]pyridin-2-ylmethyl)carbamic acid tert-butyl ester